C(C1=CC=CC=C1)OC(=O)N1CC(CC1)(C1=CC(=C(C=C1)Cl)Cl)N=[N+]=[N-] 3-azido-3-(3,4-dichlorophenyl)pyrrolidine-1-carboxylic acid benzyl ester